NC1CC2=CC(=C(C=C2CC1)O)O 2-amino-6,7-dihydroxy-1,2,3,4-tetrahydronaphthalene